N-[4-[(6,7-dimethoxy-1,5-naphthyridin-4-yl)oxy]-3-fluorophenyl]-5-(4-fluorophenyl)-1-(1-methylazetidin-3-yl)-4-oxopyridine-3-carboxamide ethyl-2-bromo-2,2-difluoroacetate C(C)OC(C(F)(F)Br)=O.COC=1N=C2C(=CC=NC2=CC1OC)OC1=C(C=C(C=C1)NC(=O)C1=CN(C=C(C1=O)C1=CC=C(C=C1)F)C1CN(C1)C)F